N-(4-(6-methoxy-7-((1-methylpiperidin-4-yl)methoxy)quinazolin-4-yl)phenyl)-2-(6-(trifluoromethyl)pyridin-3-yl)acetamide COC=1C=C2C(=NC=NC2=CC1OCC1CCN(CC1)C)C1=CC=C(C=C1)NC(CC=1C=NC(=CC1)C(F)(F)F)=O